C(C)(C)(C)OC(=O)N1C[C@H](OC2=C(C1)C=C1C(=C2)OC(O1)(C)C)CC (R)-6-ethyl-2,2-dimethyl-6,7-dihydro-[1,3]dioxolo[4',5':4,5]benzo[1,2-f][1,4]oxazepin-8(9H)-carboxylic acid tert-butyl ester